FC=1C=C(C(=O)NN)C=CC1CN1N=NC(=C1)C1=CC(=CC=C1)C1CCN(CC1)CC(C)(C)F 3-fluoro-4-((4-(3-(1-(2-fluoro-2-methylpropyl)piperidin-4-yl)phenyl)-1H-1,2,3-triazol-1-yl)methyl)benzohydrazide